NC1=C2N=CN(C2=NC(=N1)Cl)[C@H]1[C@@H]([C@@H]([C@H](O1)CO[C@](CC1=CC=C(C=C1)C1=CC=C(C=C1)C(=O)O)(C=1N=CSC1)C(=O)O)O)O 4'-((R)-2-(((2R,3S,4R,5R)-5-(6-amino-2-chloro-9H-purin-9-yl)-3,4-dihydroxytetrahydrofuran-2-yl)methoxy)-2-carboxy-2-(thiazol-4-yl)ethyl)-[1,1'-biphenyl]-4-carboxylic acid